methyl 3-amino-5-(methylsulfonyl)benzoate NC=1C=C(C(=O)OC)C=C(C1)S(=O)(=O)C